C(C)(C)(C)N1C=C(C2=CC=CC=C12)N N-tert-butyl-3-aminoindole